4-bromo-6-methyl-pyridin-2-amine BrC1=CC(=NC(=C1)C)N